NC1=NC=C(C(=N1)N)C(=O)N 2,4-diaminopyrimidine-5-carboxamide